C(C)C=1C=CC=C2C=CC=C(C12)N1CC=2N=C(N=C(C2CC1)N1CC=2N(CCC1)N=C(C2)N)OCC21CCCN1CCC2 5-(7-(8-ethylnaphthalen-1-yl)-2-((tetrahydro-1H-pyrrolizin-7a(5H)-yl)methoxy)-5,6,7,8-tetrahydropyrido[3,4-d]pyrimidin-4-yl)-5,6,7,8-tetrahydro-4H-pyrazolo[1,5-a][1,4]diazepin-2-amine